4-methyl-phenoxazine CC1=CC=CC=2NC3=CC=CC=C3OC12